N-(3-((4-(methylsulfonyl)piperazin-1-yl)methyl)phenyl)ethanesulfonamide CS(=O)(=O)N1CCN(CC1)CC=1C=C(C=CC1)NS(=O)(=O)CC